NC=1C=C(C=CC1[N+](=O)[O-])SC1=CC=C(C=C1)N1CCS(CC1)(=O)=O 4-(4-((3-amino-4-nitrophenyl)thio)phenyl)thiomorpholine 1,1-dioxide